FC(C1CNCCC1)(F)F 3-trifluoromethylpiperidine